CC=1N(C(=CC1)C)C1=NN2C(C=C(C=C2)C2=NC(=CC=C2)C=2C=NN(C2)C(C(C)C)C2=CC=C(C=C2)F)=N1 2-(2,5-dimethyl-1H-pyrrol-1-yl)-7-(6-(1-(1-(4-fluorophenyl)-2-methylpropyl)-1H-pyrazol-4-yl)pyridin-2-yl)-[1,2,4]triazolo[1,5-a]pyridine